5-trifluoromethylphenyl azide FC(C=1C=CC=C(C1)N=[N+]=[N-])(F)F